(2S)-2-fluoro-2-[[(2S,5R)-3-methyl-7-oxo-2-[(sulfamoylamino)methylcarbamoyl]-1,6-diazabicyclo[3.2.1]oct-3-en-6-yl]oxy]acetic acid ethyl ester C(C)OC([C@@H](ON1[C@@H]2C=C([C@H](N(C1=O)C2)C(NCNS(N)(=O)=O)=O)C)F)=O